N-(2-(cyclopent-1-en-1-yl)ethyl)picolinamide C1(=CCCC1)CCNC(C1=NC=CC=C1)=O